C(C)(C)(C)C1N(CCN([C@H]1C)C=1C2=C(N=CN1)N(CC21CCC1)C1=NC=CC(=C1)C#N)C(=O)O.N1=C(C=CC(=C1)CO)CO 5-pyridinedimethanol tert-butyl-(3S)-4-[7-(4-cyano-2-pyridinyl)spiro[6H-pyrrolo[2,3-d]pyrimidine-5,1'-cyclobutane]-4-yl]-3-methylpiperazine-1-carboxylate